ethyl 2-(morpholin-4-yl)-1,3-thiazole-5-carboxylate N1(CCOCC1)C=1SC(=CN1)C(=O)OCC